F[P-](F)(F)(F)(F)F.C(CCCCC)N1C=[N+](C=C1)C 1-hexyl-3-methyl-Imidazolium hexafluorophosphate